OC1CCC(CC1)NC(C1=CC=C(C=C1)C1=NC=C2N1C=C(N=C2)C2=CC=CC=C2)=O N-(4-hydroxycyclohexyl)-4-(6-phenylimidazo[1,5-a]pyrazin-3-yl)benzamide